CC1=C(C(=O)P(OC2=CC=CC=C2)OC2=CC=CC=C2)C(=CC(=C1)C)C 2,4,6-trimethylbenzoyldiphenyloxyphosphine